C(C1=CC=CC=C1)O[C@H]1[C@H](O[C@@]2(C=CCO2)[C@@H]([C@H]1N1N=CC(=C1)C1=CC(=C(C(=C1)F)F)F)OCC1=CC=CC=C1)COCC1=CC=CC=C1 1-((5S,7R,8R,9S,10R)-8,10-bis(benzyloxy)-7-((benzyloxy)methyl)-1,6-dioxaspiro[4.5]dec-3-en-9-yl)-4-(3,4,5-trifluorophenyl)-1H-pyrazole